dimethylsilyl(N-tert-butylamino)(tetramethyl-cyclopentadienyl)titanium dichloride [Cl-].[Cl-].C[SiH](C)[Ti+2](C1(C(=C(C(=C1)C)C)C)C)NC(C)(C)C